2-[6-(5-ethyl-2-thienyl)-3-methyl-2-oxo-imidazo[4,5-b]pyridin-1-yl]-N,N-dimethyl-acetamide C(C)C1=CC=C(S1)C=1C=C2C(=NC1)N(C(N2CC(=O)N(C)C)=O)C